BrCCCCCOCC1=CC=CC=C1 (((5-bromopentyl)oxy)methyl)benzene